ClCCCC(=O)NC1CCC(CC1)N1N=C2C=C(C(=CC2=C1)C(=O)NC=1C(N(C=CC1)C)=O)OC 2-((1r,4r)-4-(4-Chlorobutanamido)cyclohexyl)-6-methoxy-N-(1-methyl-2-oxo-1,2-dihydropyridin-3-yl)-2H-indazole-5-carboxamide